C(C1=CN=CC=C1)(=O)N[C@@H](CCSC)C(=O)O nicotinoyl-methionine